OCC=1N(C=2N(C(N=C(C2N1)N1C[C@H](N(C[C@@H]1C)C(=O)OC(C)(C)C)C)=O)C)C tert-butyl (2R,5S)-4-(8-(hydroxymethyl)-3,9-dimethyl-2-oxo-3,9-dihydro-2H-purin-6-yl)-2,5-dimethylpiperazine-1-carboxylate